FC1=CC(=C(C=C1)C=1C(=NC(=CN1)C1=CN(C(C=C1)=O)C)C1=NN2C(CN(CC2)C(=O)OC(C)(C)C)=C1)OC(C)C tert-butyl 2-[3-(4-fluoro-2-isopropoxy-phenyl)-6-(1-methyl-6-oxo-3-pyridyl)pyrazin-2-yl]-6,7-dihydro-4H-pyrazolo[1,5-a]pyrazine-5-carboxylate